2-(4-bromo-2-mercaptophenyl)ethan-1-ol BrC1=CC(=C(C=C1)CCO)S